BrC1=C2C=NN(C2=CC(=C1)C)CC(=O)OCC ethyl 2-(4-bromo-6-methylindazol-1-yl)acetate